1-Pyrazin-2-ylmethyl-piperidine-4-carboxylic acid [(R)-8-(6-methoxy-pyridin-2-yl)-2,3-dihydro-benzo[1,4]dioxin-2-ylmethyl]-amide COC1=CC=CC(=N1)C1=CC=CC2=C1O[C@@H](CO2)CNC(=O)C2CCN(CC2)CC2=NC=CN=C2